(S)-N-(5-(4-fluorophenoxy)pyridin-2-yl)-2-(4-((1s,4R)-4-hydroxycyclohexane-1-carbonyl)-3,3-dimethylpiperazin-1-yl)propanamide FC1=CC=C(OC=2C=CC(=NC2)NC([C@H](C)N2CC(N(CC2)C(=O)C2CCC(CC2)O)(C)C)=O)C=C1